4-(1-bromoethyl)-phenylalanine BrC(C)C1=CC=C(C[C@H](N)C(=O)O)C=C1